FC1=CC=C(C(=O)NC2CCC(CC2)NC2=CC=CC3=C2C=C(S3)CC)C=C1 4-fluoro-N-[(1s,4s)-4-[(2-ethyl-1-benzothiophen-4-yl)amino]cyclohexyl]benzamide